OC1=CC=C(C=C1)C(=C(CC)C1=CC=CC=C1)C1=CC=C(OCCCC=O)C=C1 4-(4-(1-(4-hydroxyphenyl)-2-phenylbut-1-en-1-yl)phenoxy)butanal